NC1=NC(=C(C=2N1N=C(N2)OCC2=NC=CC=C2C)C2=CN(C(C=C2)=O)CC)C2=C(C#N)C=CC=C2 (5-amino-8-(1-ethyl-6-oxo-1,6-dihydropyridin-3-yl)-2-((3-methylpyridin-2-yl)methoxy)-[1,2,4]triazolo[1,5-c]pyrimidin-7-yl)benzonitrile